{[1-(2H-1,3-benzodioxole-4-sulfonyl)-5-(2-fluorophenyl)-1H-pyrrol-3-yl]methyl}(methyl)amine hydrochloride Cl.O1COC2=C1C=CC=C2S(=O)(=O)N2C=C(C=C2C2=C(C=CC=C2)F)CNC